tetrasodium glutamate N,N-diacetate salt C(CN([C@@H](CCC(=O)[O-])C(=O)[O-])CC(=O)[O-])(=O)[O-].[Na+].[Na+].[Na+].[Na+]